N1C(=NC2=C1C=CC=C2)CNC2=NC(=NC=1N2N=CC1C(C)C)N1[C@@H](COCC1)C N-(1H-benzimidazol-2-ylmethyl)-2-[(3R)-3-methylmorpholin-4-yl]-8-(propan-2-yl)pyrazolo[1,5-a][1,3,5]triazin-4-amine